(S)-8-cyclopropyl-3-(5-(3-methyl-1-(4-methyl-4H-1,2,4-triazol-3-yl)cyclobutyl)pyridin-3-yl)-6-((3-methylpiperidin-1-yl)methyl)-4H-chromen-4-one C1(CC1)C=1C=C(C=C2C(C(=COC12)C=1C=NC=C(C1)C1(CC(C1)C)C1=NN=CN1C)=O)CN1C[C@H](CCC1)C